ClC1=NC(=CC=C1O[C@@H]1C[C@H](CCC1)C(=O)OC(C)C)C=1C=NN(C1COC(N(C)C1CCCC1)=O)C |r| (+/-)-isopropyl (1S,3S)-3-((2-chloro-6-(5-(((cyclopentyl(methyl)carbamoyl)oxy) methyl)-1-methyl-1H-pyrazol-4-yl)pyridin-3-yl)oxy)cyclohexane-1-carboxylate